Trithiophosphoric acid P(S)(S)(O)=S